N-(2-((5-cyano-4-((2-isobutylphenyl)amino)pyrimidin-2-yl)amino)-5-(4-(4-methylpiperazin-1-yl)piperidin-1-yl)phenyl)acrylamide C(#N)C=1C(=NC(=NC1)NC1=C(C=C(C=C1)N1CCC(CC1)N1CCN(CC1)C)NC(C=C)=O)NC1=C(C=CC=C1)CC(C)C